dicetyl-ammonium phosphate P(=O)([O-])([O-])[O-].C(CCCCCCCCCCCCCCC)[NH2+]CCCCCCCCCCCCCCCC.C(CCCCCCCCCCCCCCC)[NH2+]CCCCCCCCCCCCCCCC.C(CCCCCCCCCCCCCCC)[NH2+]CCCCCCCCCCCCCCCC